Dimethylolpropylene C(O)C(=CC)CO